n-Butylmethylsulfid C(CCC)SC